N,N'-di-tert-butoxycarbonyl-N''-phenyl-guanidine C(C)(C)(C)OC(=O)NC(=NC1=CC=CC=C1)NC(=O)OC(C)(C)C